4-chloro-10-(4-((5-chloropyrazin-2-yl)methyl)-3-oxopiperazin-1-yl)-7,7-dimethylindolo[1,2-a]quinazolin-5(7H)-one ClC=1C=2C(N=C3N(C2C=CC1)C1=CC(=CC=C1C3(C)C)N3CC(N(CC3)CC3=NC=C(N=C3)Cl)=O)=O